(2R)-methyl 2-((8R,9aS)-8-((tert-butoxycarbonyl)amino)-1-oxo-5-phenethylhexahydro-1H-pyrrolo[1,2-a][1,4]diazepin-2(3H)-yl)-3-cyanopropanoate C(C)(C)(C)OC(=O)N[C@@H]1C[C@@H]2N(C(CCN(C2=O)[C@@H](C(=O)OC)CC#N)CCC2=CC=CC=C2)C1